ClC=1C=C2C=C(N=CC2=C(N1)Cl)N1[C@@H](N=CC=C1)[C@H]1[C@@H](C1)C(=O)O |&1:13| (±)-trans-N-(6,8-dichloro-2,7-naphthyridin-3-yl)-2-(pyrimidin-2-yl)cyclopropanecarboxylic acid